2-chloro-1-(6-methoxy-5-(naphthalen-2-ylmethoxy)-1H-indol-3-yl)ethan-1-one ClCC(=O)C1=CNC2=CC(=C(C=C12)OCC1=CC2=CC=CC=C2C=C1)OC